[Cu].C(C=CC1=CC=CC=C1)=O cinnamaldehyde copper